(E)-3-(2-((2,3-dihydro-1H-inden-2-yl)amino)pyrimidin-5-yl)-1-(3-methyl-3-(1H-1,2,3-triazol-4-yl)pyrrolidin-1-yl)prop-2-en-1-one C1C(CC2=CC=CC=C12)NC1=NC=C(C=N1)/C=C/C(=O)N1CC(CC1)(C=1N=NNC1)C